4-[(4-Methylbenzyl)-(cyclopropylmethyl)-amino]-furan-2(5H)-one CC1=CC=C(CN(C2=CC(OC2)=O)CC2CC2)C=C1